Cl.NC1=CC(=NC(=C1)NC1=CC(=CC=C1)F)C(=O)NC1CC2=CC=CC=C2C1 4-amino-N-(2,3-dihydro-1H-inden-2-yl)-6-((3-fluorophenyl)amino)picolinamide hydrochloride